[2H]C([2H])([2H])N1C2=C(C(=O)N(C1=O)C([2H])([2H])[2H])NC=N2 theophylline-D6